NC=1C=C(C(=C2C(NC(C12)(O)C1=C(C=CC(=C1)F)Cl)=O)OC)CN(C([2H])([2H])[2H])C(=O)OC(C)(C)C 2-methylpropan-2-yl ({[7-amino-1-(2-chloro-5-fluorophenyl)-1-hydroxy-4-methoxy-3-oxo-2,3-dihydro-1H-isoindol-5-yl]methyl} (trideuteriomethyl)amino)methanoate